NC(C(C)(C)C)C 3-amino-2,2-dimethylbutane